[3-[4-(carboxymethyl)triazol-1-yl]-7-oxo-1,6-diazabicyclo[3.2.1]oct-3-en-6-yl]-sulfat C(=O)(O)CC=1N=NN(C1)C=1CN2C(N(C(C1)C2)OS(=O)(=O)[O-])=O